BrCC1=CC=C(C=C1)C(C)(C)C 1-(bromomethyl)-4-(tert-butyl)benzene